Methyl 5-(4-amino-2-chloro-5-fluorophenyl)nicotinate NC1=CC(=C(C=C1F)C=1C=NC=C(C(=O)OC)C1)Cl